C(C)(C)(C)OC(NC(C(N1C(CCC1)C1=CC=C(C=C1)C)=O)(C)C)=O (2-Methyl-1-oxo-1-(2-(p-methylphenyl)pyrrolidin-1-yl)propan-2-yl)carbamic acid tert-butyl ester